N1-(5-Bromopyrimidin-2-yl)-N3,N3-dimethylpropane-1,3-diamine BrC=1C=NC(=NC1)NCCCN(C)C